bis(ethylmethylamino)dimethylsilane C(C)N(C)[Si](C)(C)N(CC)C